ClC=1C=C(C=C(C1)Cl)C1=NC(=CC(=C1)CN1CCC(CC1)CC(=O)O)OC1=NC=C(N=C1)N1[C@@H]2CN([C@H](C1)C2)C 2-(1-((2-(3,5-dichlorophenyl)-6-((5-((1S,4S)-5-methyl-2,5-diazabicyclo[2.2.1]heptan-2-yl)pyrazin-2-yl)oxy)pyridin-4-yl)methyl)piperidin-4-yl)acetic acid